C1(CC1)N1C([C@H]2N(C3=C1C=C(C=N3)C(F)(F)F)CCNC2)=O (S)-5-cyclopropyl-3-(trifluoromethyl)-7,8,9,10-tetrahydro-5H-pyrazino[1,2-a]pyrido[3,2-e]pyrazin-6(6aH)-one